5-aminomethyl-2-thiouridine NCC=1C(NC(N([C@H]2[C@H](O)[C@H](O)[C@@H](CO)O2)C1)=S)=O